NC=1C=C(C=C2C=C(N=CC12)NC(=O)[C@H]1[C@@H](C1)C#N)C1=C(C=NS1)C trans-N-(8-amino-6-(4-methylisothiazol-5-yl)isoquinolin-3-yl)-2-cyanocyclopropane-1-carboxamide